6-((5-fluoro-4-methylpyridin-2-yl)amino)-4-((2-methoxy-3-(1-methyl-1H-1,2,4-triazol-3-yl)phenyl)amino)-2-methyl-1,2-dihydro-3H-pyrazolo[3,4-b]pyridin-3-one FC=1C(=CC(=NC1)NC1=CC(=C2C(=N1)NN(C2=O)C)NC2=C(C(=CC=C2)C2=NN(C=N2)C)OC)C